C(C)OC1=NC(=NC=C1C(=O)OCC)S(=O)C ethyl 4-ethoxy-2-methanesulfinylpyrimidine-5-carboxylate